2-bromo-1-(5-bromo-2-hydroxyphenyl)ethanone BrCC(=O)C1=C(C=CC(=C1)Br)O